(R)-piperidin-3-ylmethyl 6-(5-(6-methylpyridin-2-yl)-1H-imidazol-4-yl)quinoline-3-carboxylate CC1=CC=CC(=N1)C1=C(N=CN1)C=1C=C2C=C(C=NC2=CC1)C(=O)OC[C@H]1CNCCC1